3-{[(1R)-1-(5-bromopyridin-3-yl)ethyl]amino}-4-methylbenzoic acid BrC=1C=C(C=NC1)[C@@H](C)NC=1C=C(C(=O)O)C=CC1C